BrC1=CC=C(C=N1)C1(COC1)NS(=O)C(C)(C)C N-(3-(6-bromopyridin-3-yl)oxetan-3-yl)-2-methylpropane-2-sulfinamide